2-diethylamino-2,4,6,8-tetramethylcyclotetrasiloxane C(C)N([Si]1(O[SiH](O[SiH](O[SiH](O1)C)C)C)C)CC